O=C1C=CC=C(N1)C(=O)OCC1=CC=C(C=C1)I (p-Iodophenyl)methyl 6-oxo-1H-pyridine-2-carboxylate